ClC=1C(=C(C=C(C1)F)NC(=S)C=1C(NCCC1NCC1=C(C=NC=C1)OCC1(OCC1)C)=O)OC N-(3-chloro-5-fluoro-2-methoxyphenyl)-4-{[(3-{[2-methyloxetan-2-yl]methoxy}pyridin-4-yl)methyl]amino}-2-oxo-1,2,5,6-tetrahydropyridine-3-carbothioamide